ClC=1C=CC2=C(C[C@H](CC=3N2C(=NN3)[C@@H]3CC[C@H](CC3)OC3=NC=CC=C3)NC(=O)C3CC3)C1 N-{(5R)-8-chloro-1-[trans-4-(pyridin-2-yloxy)cyclohexyl]-5,6-dihydro-4H-[1,2,4]triazolo[4,3-a]benzazepin-5-yl}cyclopropanecarboxamide